C(CCCCC)NC(=O)N(CC)CC N-hexyl-N',N'-diethylurea